(1R,2S)-2-{[(1R,5S)-3-{2-[(1-methyl-1H-pyrazol-4-yl)amino]pyrimidin-4-yl}-3,8-diazabicyclo[3.2.1]oct-8-yl]carbonyl}cyclopropanecarbonitrile CN1N=CC(=C1)NC1=NC=CC(=N1)N1C[C@H]2CC[C@@H](C1)N2C(=O)[C@@H]2[C@@H](C2)C#N